C(C)(C)(C)OC(=O)C1=CC=NC2=CC=C(C=C12)N1CCC(CC1)(O)CC.N1=NC(=CC=C1)CCCCCCCNC(CC)=O N-[7-(pyridazin-3-yl)heptyl]propanamide tert-butyl-6-(4-ethyl-4-hydroxypiperidin-1-yl)quinoline-4-carboxylate